BrC=1C=C(N(N1)CCCC(F)F)C(=O)NC1=C(C=C(C=C1C(NC)=O)Cl)C 5-bromo-N-[4-chloro-2-methyl-6-(methylcarbamoyl)phenyl]-2-(4,4-difluorobutyl)pyrazole-3-carboxamide